Cl.ClC(C(=O)N(C)C)C1=C(N=C2N1C=C(C=C2)C)C2=CC=C(C=C2)C 2-chloro-N,N-dimethyl-2-(6-methyl-2-(p-tolyl)imidazo[1,2-a]pyridin-3-yl)acetamide hydrochloride